C(C)(C)(C)N1N=CC(=C1)B1OC(C(O1)(C)C)(C)C 1-tert-butyl-4-(4,4,5,5-tetramethyl-1,3,2-dioxaborolan-2-yl)pyrazole